4-(4-Isopropylphenoxy)aniline C(C)(C)C1=CC=C(OC2=CC=C(N)C=C2)C=C1